CC1(C(C(CCC1)=O)(C)C)C tetramethyl-Cyclohexanone